BrC1=C(C=CC(=C1)OC1=C(C=C(C=C1F)C1=NC2=C(N1)C=C(C=C2)C(NC(C)C)=N)F)C2=NC1=C(N2)C=C(C=C1)C(NC(C)C)=N 2-(2-Bromo-4-(2,6-difluoro-4-(6-(N-isopropylcarbamimidoyl)-1H-benzo[d]imidazol-2-yl)phenoxy)phenyl)-N-isopropyl-1H-benzo[d]imidazole-6-carboximidamide